FC1=C(C=CC(=C1)B1OC(C(O1)(C)C)(C)C)C1=CN=C(S1)C 5-[2-fluoro-4-(4,4,5,5-tetramethyl-1,3,2-dioxaborolan-2-yl)phenyl]-2-methyl-1,3-thiazole